Cl.N[C@H](C)C=1C(=C(C=CC1)C([C@@](C#C)(O)C1CC1)(F)F)F |o1:11| (2R or S)-1-{3-[(1R)-1-aminoethyl]-2-fluorophenyl}-2-cyclopropyl-1,1-difluorobut-3-yn-2-ol hydrochloride